O=C1NC(CCC1C=1C=CC(=NC1)CN1CCC(CC1)C(=O)O)=O 1-((5-(2,6-dioxopiperidin-3-yl)pyridin-2-yl)methyl)piperidine-4-carboxylic acid